Cl.Cl.CNC[C@@H]1OCCC2=C(C=CC=C12)C1=CC=NC=C1 (R)-N-Methyl(5-(pyridin-4-yl)isochroman-1-yl)methanamine dihydrochloride salt